ClC=1C(=C(C=CC1F)N(C(=O)[C@H]1N(C(N(C1)C(=O)OC(C)(C)C)=O)C1=CC(=C2C(=N1)N=CN2C)C(F)(F)F)C)F tert-butyl (S)-4-((3-chloro-2,4-difluorophenyl)(methyl)carbamoyl)-3-(1-methyl-7-(trifluoromethyl)-1H-imidazo[4,5-b]pyridin-5-yl)-2-oxoimidazolidine-1-carboxylate